2-methylpropan-2-yl-3-hydroxytetrahydropyrrole-1-carboxylate CC(C)(C)OC(=O)N1CC(CC1)O